N-(2-(1-methylpiperidin-4-yl)ethyl)-2-oxoindoline-6-carboxamide CN1CCC(CC1)CCNC(=O)C1=CC=C2CC(NC2=C1)=O